FC1=C(C=C2C(=NC=NC2=C1)NC1=CC(=NC=C1)C1=C(C=CC=C1)F)NC(C=C)=O N-(7-fluoro-4-((2-(2-fluorophenyl)pyridin-4-yl)amino)quinazolin-6-yl)acrylamide